C(C)(C)(C)C1C(CCC(C1)O)O 2-tert-butyl-1,4-cyclohexanediol